1-[1-(3-bromo-2-fluorophenyl)piperidin-4-yl]pyrrolidin-2-one BrC=1C(=C(C=CC1)N1CCC(CC1)N1C(CCC1)=O)F